1-(4-(6-chloro-8-(3,3-difluorocyclobutoxy)-7-(5-methyl-1H-indazol-4-yl)-2-(((S)-1-methylpyrrolidin-2-yl)methoxy)quinazolin-4-yl)piperazin-1-yl)prop-2-en-1-one ClC=1C=C2C(=NC(=NC2=C(C1C1=C2C=NNC2=CC=C1C)OC1CC(C1)(F)F)OC[C@H]1N(CCC1)C)N1CCN(CC1)C(C=C)=O